O1C(=CC=C1)CN1C(=NC2=C1C=CC=C2)CC2=NC=C(C=C2)C2=CC(=CC=C2)OCC2=CC(=CC=C2)OC 1-(Furan-2-ylmethyl)-2-((5-(3-(3-methoxybenzyloxy)phenyl)pyridin-2-yl)methyl)-1H-benzo[d]imidazol